N-(5-(difluoromethoxy)-1H-pyrazol-3-yl)-6-(((1S,2R,3R,5R)-2-methyl-8-azabicyclo[3.2.1]octan-3-yl)oxy)pyrazin-2-amine FC(OC1=CC(=NN1)NC1=NC(=CN=C1)O[C@H]1[C@@H]([C@@H]2CC[C@H](C1)N2)C)F